2-[4-({(3R)-1-[2-(difluoromethoxy)ethyl]piperidin-3-yl}amino)pyrrolo[1,2-d][1,2,4]triazin-1-yl]-3-fluoro-5-methylphenol FC(OCCN1C[C@@H](CCC1)NC1=NN=C(C=2N1C=CC2)C2=C(C=C(C=C2F)C)O)F